7-cyano-11-cyclopropyl-10-oxo-1,9-diazatricyclo[6.3.1.04,12]dodeca-2,4,6,8(12)-tetraene-2-carboxylic acid C(#N)C1=CC=C2C=C(N3C(C(NC1=C32)=O)C3CC3)C(=O)O